CC(C(=O)O)(C)N1C(N(C2=C(C1=O)C(=C(S2)C=2OC=CN2)C)CCOC(C)C)=O 2-methyl-2-[5-methyl-6-(1,3-oxazol-2-yl)-2,4-dioxo-1-[2-(prop-2-yloxy)ethyl]-1H,2H,3H,4H-thieno[2,3-d]pyrimidin-3-yl]propionic acid